N-[5-(2,6-difluoro-4-methoxyphenyl)-1-methyl-2-{6-[(oxetan-3-yl)amino]-3-(trifluoromethyl)pyridin-2-yl}-3-oxo-2,3-dihydro-1H-pyrazol-4-yl]-4-(difluoromethoxy)benzamide FC1=C(C(=CC(=C1)OC)F)C1=C(C(N(N1C)C1=NC(=CC=C1C(F)(F)F)NC1COC1)=O)NC(C1=CC=C(C=C1)OC(F)F)=O